2-[5-(piperidin-3-yl)-1,3,4-thiadiazol-2-yl]-6-(trifluoromethyl)pyridine hydrochloride Cl.N1CC(CCC1)C1=NN=C(S1)C1=NC(=CC=C1)C(F)(F)F